[1,3]dioxol-5-ol O1COC=C1O